1-(2-((4-(dimethylamino) butanoyl) oxy)-3-((6-(heptadec-9-yloxy)-6-oxohexanoyl) oxy) propyl) 7-(2-hexyldecyl) pimelate C(CCCCCC(=O)OCC(CCCCCCCC)CCCCCC)(=O)OCC(COC(CCCCC(=O)OC(CCCCCCCC)CCCCCCCC)=O)OC(CCCN(C)C)=O